N(=[N+]=[N-])C(=O)C1=CN(C2=NC=C(C=C21)F)C2CCN(CC2)C(=O)OC(C)(C)C tert-butyl 4-(3-(azidocarbonyl)-5-fluoro-1H-pyrrolo[2,3-b]pyridin-1-yl)piperidine-1-carboxylate